tert-butyl (3S,4S)-3-(5-amino-2-fluoro-4-(spiro[2.2]pentan-1-ylamino)benzamido)-4-fluoropiperidine-1-carboxylate NC=1C(=CC(=C(C(=O)N[C@H]2CN(CC[C@@H]2F)C(=O)OC(C)(C)C)C1)F)NC1CC12CC2